ClC=1N=C(N2N=C(N=CC21)NC2C(COCC2)O)C2=CC=C(C=C2)C2(CC2)C(F)F 4-[(5-chloro-7-{4-[1-(difluoromethyl)cyclopropyl]phenyl}imidazo[4,3-f][1,2,4]triazin-2-yl)amino]oxan-3-ol